CN(C=1C2=C(N=CN1)NC=C2)[C@H]2CNCC[C@H]2C methyl-[(3R,4R)-4-methyl-piperidin-3-yl]-(7H-pyrrolo[2,3-d]pyrimidin-4-yl)-amine